NCCCC(C(N)CCCN)N 1,2-bis(3-aminopropyl)ethylenediamine